(R/S)-(+/-)-alpha-methylbenzylamine C[C@H](C1=CC=CC=C1)N |r|